3-(3-(2-aminoethoxy)phenoxy)propan-1-ol NCCOC=1C=C(OCCCO)C=CC1